6-fluoro-4-iodo-1-(1H-pyrazol-5-yl)-1H-pyrazolo[3,4-b]pyridine FC1=CC(=C2C(=N1)N(N=C2)C2=CC=NN2)I